FC=1C(=NC=C(C1)F)N1N=CC=C1 1-(3,5-difluoro-2-pyridinyl)-1H-pyrazol